Ethyl 2-(3-(benzyloxy)isoxazol-5-yl)acetate C(C1=CC=CC=C1)OC1=NOC(=C1)CC(=O)OCC